(3R,4S)-3,4-dicyclohexyl-oxolane-3,4-diol C1(CCCCC1)[C@]1(COC[C@@]1(O)C1CCCCC1)O